C(CCCCCCCCCCCCCCCCC)(=O)OC(CCCCCCCCCCCCCCCCC)=O Stearoyl Stearate